N-(2-morpholinoethyl)-2-(5-phenylthiophen-2-yl)acetamide 2-methoxyethyl-5-(2-chloro-5-cyanophenyl)-3-{[(3R)-piperidin-3-ylcarbonyl]amino}-1H-indazole-1-carboxylate hydrochloride Cl.COCCOC(=O)N1N=C(C2=CC(=CC=C12)C1=C(C=CC(=C1)C#N)Cl)NC(=O)[C@H]1CNCCC1.O1CCN(CC1)CCNC(CC=1SC(=CC1)C1=CC=CC=C1)=O